methyl-2-benzyl-1,3-cyclopentanedione CC1(C(CCC1=O)=O)CC1=CC=CC=C1